C=CCCCCCCCCCO The molecule is an alkenyl alcohol that is 1-undecene in which one of the terminal methyl hydrogens is replaced by a hydroxy group. It is a fatty alcohol, an alkenyl alcohol and a primary alcohol. It derives from a hydride of a 1-undecene.